N12C=CCC2C1 azabicyclo[3.1.0]hex-2-ene